1-((3R,4R)-4-methoxytetrahydrofuran-3-yl)-1H-benzo[d]imidazole-6-carboxylic acid CO[C@@H]1[C@@H](COC1)N1C=NC2=C1C=C(C=C2)C(=O)O